NC1=C2C(=NC=N1)N(N=C2C=2C(=C1CCN(C1=CC2)C(=O)OC(C)(C)C)F)C2COC2 TERT-BUTYL 5-(4-AMINO-1-(OXETAN-3-YL)-1H-PYRAZOLO[3,4-D]PYRIMIDIN-3-YL)-4-FLUOROINDOLINE-1-CARBOXYLATE